FC(C=1C=C(C=C(C1)C(F)(F)F)NC(=O)C=1SC(N2C1NC(C1=CC(=CC=C21)Br)=O)=S)(F)F N-(3,5-bis(trifluoromethyl)phenyl)-7-bromo-5-oxo-1-thioxo-4,5-dihydro-1H-thiazolo[3,4-a]quinazoline-3-carboxamide